(4-bromophenyl-(hydroxy)methyl)diphenylphosphinophosphorus oxide BrC1=CC=C(C=C1)C(O)[P](P(C1=CC=CC=C1)C1=CC=CC=C1)=O